8-(1-(tert-butoxycarbonyl)piperidin-4-yl)-2-(4-(4-methoxyphenoxy)phenyl)-5,6,7,8-tetrahydroimidazo[1,2-b]pyridazine-3-carboxylic acid C(C)(C)(C)OC(=O)N1CCC(CC1)C1C=2N(NCC1)C(=C(N2)C2=CC=C(C=C2)OC2=CC=C(C=C2)OC)C(=O)O